N-azido-N-ETHYLETHANAMINE N(=[N+]=[N-])N(CC)CC